N-cyclopropyl-3-(4,4,5,5-tetramethyl-1,3,2-dioxaborolan-2-yl)pyridin-2-amine C1(CC1)NC1=NC=CC=C1B1OC(C(O1)(C)C)(C)C